C(C)OC(CCCCC=O)=O 6-OXO-HEXANOIC ACID ETHYL ESTER